BrCC1=C(C=CC=C1)CBr 1,2-di(bromomethyl)benzene